CNC(=S)NNC(CC1=C(C=CC=C1)C=1C=C2C(NCC2=CC1)=O)=O N-Methyl-2-(2-(2-(3-oxoisoindolin-5-yl)phenyl)acetyl)hydrazine-1-carbothioamide